C(C=C)(=O)OCCCCOC1=CC(=C(C(=O)OC2=C(C=C(C=C2)OC(C2=C(C=C(C=C2)OCCCCOC(C=C)=O)C)=O)C)C=C1)C 2-methylbenzene-1,4-diyl bis{4-[4-(acryloyloxy)butoxy]-2-methylbenzoate}